2-(4-fluoropiperidin-1-yl)-1,3-oxazole-4-carbonitrile FC1CCN(CC1)C=1OC=C(N1)C#N